NC(CC(C(NCCOCCOCCC(N(C(C(=O)O)C)C)=O)=O)NC(CCN1C(=CC2=CC=CC=C12)CN(NC)C)=O)=O 15-(2-amino-2-oxoethyl)-19-(2-((1,2-dimethylhydrazino)methyl)-1H-indol-1-yl)-2,3-dimethyl-4,14,17-trioxo-7,10-dioxa-3,13,16-triaza-nonadecane-1-oic acid